(R,S)-N-(3-methoxy-1-oxo-1-(4-(3-(trifluoromethoxy)phenyl)piperazin-1-yl)propan-2-yl)acetamide COC[C@H](C(N1CCN(CC1)C1=CC(=CC=C1)OC(F)(F)F)=O)NC(C)=O